tert-butyl N-[3-(7-{[(3S,4R)-3-fluoro-1-methylpiperidin-4-yl]amino}-3-(2,2,2-trifluoroethyl)pyrazolo[1,5-a]pyridin-2-yl)prop-2-yn-1-yl]carbamate F[C@H]1CN(CC[C@H]1NC1=CC=CC=2N1N=C(C2CC(F)(F)F)C#CCNC(OC(C)(C)C)=O)C